OC1(CCN(CC1)C(C[C@@H](C)C1=CC=CC=C1)=O)CN1C=NC(=CC1=O)N1CCOCC1 (R)-3-((4-Hydroxy-1-(3-phenylbutanoyl)piperidin-4-yl)methyl)-6-morpholinopyrimidin-4(3H)-one